C1(=CC=CC=C1)P([O-])(=O)C(CCCCC)CCC phenyl-(n-propyl-n-hexyl)phosphinate